3-{3-methyl-2-oxo-5-[2-(piperazin-1-yl)ethyl]-1,3-benzodiazol-1-yl}piperidine-2,6-dione trifluoroacetate FC(C(=O)O)(F)F.CN1C(N(C2=C1C=C(C=C2)CCN2CCNCC2)C2C(NC(CC2)=O)=O)=O